C1(=CC=CC=C1)NC(=O)N 1-phenyl-urea